2-benzyl-2-azaspiro[3.3]heptan-6-yl (2R,5S)-2,5-dimethyl-4-[6-(trifluoromethyl)quinoxalin-2-yl]piperazine-1-carboxylate C[C@H]1N(C[C@@H](N(C1)C1=NC2=CC=C(C=C2N=C1)C(F)(F)F)C)C(=O)OC1CC2(CN(C2)CC2=CC=CC=C2)C1